Methyl {[(5R)-3-{3,5-difluoro-4-[4-fluoro-1-(methylimino)-1-oxo-1λ6-thian-4-yl]phenyl}-4,5-dihydro-1,2-oxazol-5-yl]methyl}carbamate FC=1C=C(C=C(C1C1(CCS(CC1)(=O)=NC)F)F)C1=NO[C@H](C1)CNC(OC)=O